C(CC)OCN(C(=O)N)C(=O)C=C monopropoxymethyl-acryl-urea